2-[2-[2-[2-[3-[(8-carbamoyl-5-methylsulfanyl-imidazo[1,2-c]pyrimidin-7-yl) amino]-5-methoxy-phenoxy]ethoxylethoxy]ethoxy]ethoxylethoxy]acetate C(N)(=O)C=1C=2N(C(=NC1NC=1C=C(OCCOCCOCCOCCOCCOCC(=O)[O-])C=C(C1)OC)SC)C=CN2